pyrimido[4,5-c]quinoline-8-carboxamide C1=NC=NC=2C=NC=3C=C(C=CC3C21)C(=O)N